1-(2-Chlorophenyl)-4-(pyridin-3-ylamino)-7-(trifluoromethyl)pyrido[2,3-d]pyrimidin-2(1H)-one ClC1=C(C=CC=C1)N1C(N=C(C2=C1N=C(C=C2)C(F)(F)F)NC=2C=NC=CC2)=O